7-Bromo-5-(2-chloropyridin-3-yl)-8-methylimidazo[1,2-a]Quinoxaline-4(5H)-on BrC=1C=C2N(C(C=3N(C2=CC1C)C=CN3)=O)C=3C(=NC=CC3)Cl